FC1=CC(=C(CN(C(C(C)(C)C)=O)CC(NC=2C=C3CC4(C(NC5=NC=CC=C54)=O)CC3=CC2)=O)C=C1F)C=O N-(4,5-Difluoro-2-formylbenzyl)-N-(2-oxo-2-((2'-oxo-1,1',2',3-tetrahydrospiro[indene-2,3'-pyrrolo[2,3-b]pyridin]-5-yl)amino)ethyl)pivalamide